O=CC(O)=O Dioxoethanol